P(OCC)(OCC)(=S)SCCSCC Diethyl S-2-ethylthioethyl phosphordithioat